(1-(5-((S)-1,1,1-trifluoro-4-(methylsulfonyl)butan-2-yl)pyridin-2-yl)-1H-pyrazol-4-yl)-3H-imidazo[4,5-b]pyridine FC([C@@H](CCS(=O)(=O)C)C=1C=CC(=NC1)N1N=CC(=C1)C1=NC=2C(=NC=CC2)N1)(F)F